2-(5-fluoro-2-hydroxyphenyl)-2-(6-(4-(1-methyl-1,2,3,6-tetrahydropyridin-4-yl)phenyl)-1-oxoisoindol-2-yl)-N-(thiazol-2-yl)acetamide potassium pyrrolidonate N1(C(CCC1)=O)C(=O)[O-].[K+].FC=1C=CC(=C(C1)C(C(=O)NC=1SC=CN1)N1C(C2=CC(=CC=C2C1)C1=CC=C(C=C1)C=1CCN(CC1)C)=O)O